1-(2,2-dimethoxy-2-(p-tolyl)ethoxy)-2-methoxy-4-propylbenzene COC(COC1=C(C=C(C=C1)CCC)OC)(C1=CC=C(C=C1)C)OC